(S)-1'-(9-(3,6-dihydro-2H-pyran-4-yl)-7H-imidazo[1,2-c]pyrazolo[4,3-e]pyrimidin-5-yl)-5-fluoro-1,3-dihydrospiro[inden-2,4'-piperidin]-1-amine O1CCC(=CC1)C1=NNC2=C1C=1N(C(=N2)N2CCC3(CC2)[C@@H](C2=CC=C(C=C2C3)F)N)C=CN1